tert-Butyl (R)-3-(4-(2-((2-((tert-butoxycarbonyl)amino)ethyl)-amino) pyridin-4-yl)phenoxy)-2-hydroxypropanoate C(C)(C)(C)OC(=O)NCCNC1=NC=CC(=C1)C1=CC=C(OC[C@H](C(=O)OC(C)(C)C)O)C=C1